CC1=CNC2=CC(=CC=C12)C(=O)NC1=CC2=C(C=N1)C=C(N2)CN2[C@H](CCC2)C 3-methyl-N-(2-[[(2S)-2-methylpyrrolidin-1-yl]methyl]-1H-pyrrolo[3,2-c]pyridin-6-yl)-1H-indole-6-carboxamide